BrC1=CC(=C(COC2OCCCC2)C=C1[N+](=O)[O-])OC 2-((4-bromo-2-methoxy-5-nitrobenzyl)oxy)tetrahydro-2H-pyran